COC1=CC(=NC=N1)N1N=CC(=C1)CN1C[C@H](N[C@H](C1)C)C=1C(=C2COC(C2=CC1)=O)C 5-((2R,6S)-4-((1-(6-methoxypyrimidin-4-yl)-1H-pyrazol-4-yl)methyl)-6-methylpiperazin-2-yl)-4-methylisobenzofuran-1(3H)-one